C(C)(C)C=1N=C(SC1)[C@H](C)N (S)-1-(4-isopropylthiazol-2-yl)ethan-1-amine